ClC1=NC(=CC(=C1)B(O)O)C(F)(F)F [2-chloro-6-(trifluoromethyl)pyridin-4-yl]boronic acid